FC1=C(C=C(C(=C1)[C@H]1[C@H](CCC2=CC(=CC=C12)O)C1=CC=CC=C1)OC)N1CCC(CC1)C=O 1-(2-fluoro-4-((1S,2S)-6-hydroxy-2-phenyl-1,2,3,4-tetrahydronaphthalen-1-yl)-5-methoxyphenyl)piperidine-4-carbaldehyde